C(C)(C)(C)OC(=O)N[C@@H](COC1=C(C=2C=C(C=NC2C=C1)F)C(=O)OCC1=CC=CC=C1)CC1=CC=CC=C1 benzyl (R)-6-(2-((tert-butoxycarbonyl) amino)-3-phenylpropoxy)-3-fluoroquinoline-5-carboxylate